1,1-difluoro-1-(3-fluorobenzofuran-6-yl)-N-methylpropan-2-amine FC(C(C)NC)(C1=CC2=C(C(=CO2)F)C=C1)F